BrC/C=C/C(=O)[O-] (E)-4-bromocrotonate